BrC1=C(C(=C2C(NC(=NC2=C1F)Cl)=O)OCCNCCN(C)C)Cl 7-Bromo-2,6-dichloro-5-(2-((2-(dimethylamino)ethyl)amino)ethoxy)-8-fluoroquinazolin-4(3H)-one